CN1N=CC(=C1C)C1=C(N=C(C=2N1N=CC2)N2CCC1(CC2)CC=2C(=NC=CC2)[C@H]1N)C (7S)-1'-[7-(1,5-dimethylpyrazol-4-yl)-6-methyl-pyrazolo[1,5-a]pyrazin-4-yl]spiro[5,7-dihydrocyclopenta[b]pyridine-6,4'-piperidine]-7-amine